ClC=1C(=NC=C(C1[C@H](C)OC=1C=C2C(=NN(C2=CC1)C1OCCCC1)C=1C=CC(=NC1)N1CC2(CN(C2)C(=O)OCC)C1)Cl)F Ethyl 6-[5-[5-[(1S)-1-(3,5-dichloro-2-fluoro-4-pyridyl)ethoxy]-1-tetrahydropyran-2-yl-indazol-3-yl]-2-pyridyl]-2,6-diazaspiro[3.3]heptane-2-carboxylate